(5S,6S)-5-hydroxy-6-((R)-5H-imidazo[5,1-a]isoindol-5-yl)-2-azaspiro[3.3]heptane-2-carboxylic acid tert-butyl ester C(C)(C)(C)OC(=O)N1CC2(C1)[C@H]([C@@H](C2)[C@H]2N1C(C3=CC=CC=C23)=CN=C1)O